[Bi+3].C(C)(=O)[O-].C(C)(=O)[O-].C(C)(=O)[O-] acetate bismuth salt